ClC1=C(C#N)C=CC(=C1)N1CC2(C[C@@H]1C)CCN(CC2)C=2N=NC(=CC2)C(=O)N2CCC(CC2)C2CCN(CC2)C=2C=C1C(N(C(C1=CC2)=O)C2C(NC(CC2)=O)=O)=O 2-chloro-4-((3S)-8-(6-(1'-(2-(2,6-dioxopiperidin-3-yl)-1,3-dioxoisoindolin-5-yl)-[4,4'-bipiperidine]-1-carbonyl)pyridazin-3-yl)-3-methyl-2,8-diazaspiro[4.5]decan-2-yl)benzonitrile